2-methylpropyl 5-(2-chloro-5-cyanophenyl)-3-{[(3R)-piperidin-3-ylcarbonyl] amino}-1H-indazole-1-carboxylate hydrochloride Cl.ClC1=C(C=C(C=C1)C#N)C=1C=C2C(=NN(C2=CC1)C(=O)OCC(C)C)NC(=O)[C@H]1CNCCC1